(S)-2-(5-bromo-2-(tetrahydro-2H-pyran-4-yl)phenyl)pyrrolidine BrC=1C=CC(=C(C1)[C@H]1NCCC1)C1CCOCC1